trans-4-((4-(1-Isopropyl-1H-pyrazol-4-yl)pyridin-2-yl)((trans-4-(5-methoxy-6-methylpyridin-2-yl)cyclohexyl)methyl)carbamoyl)cyclohexyl (2-hydroxy-2-methylpropyl)carbamate OC(CNC(O[C@@H]1CC[C@H](CC1)C(N(C[C@@H]1CC[C@H](CC1)C1=NC(=C(C=C1)OC)C)C1=NC=CC(=C1)C=1C=NN(C1)C(C)C)=O)=O)(C)C